1,3-dimethyl-1,3-diethyldisilazane C[SiH](N[SiH](CC)C)CC